C1=CC2=C(C(=C1)O)C(=CN2)C(=O)C#N The molecule is a member of the class of hydroxyindoles that is 1H-indol-4-ol which is substituted by a nitriloacetyl group at the 3 position. It has a role as an Arabidopsis thaliana metabolite. It is an alpha-ketonitrile and a member of hydroxyindoles.